C(C)[C@H]1C(C2(CCCN2C1)C(=O)OC1CCC(CC1)OC1=C(N=CS1)C)=C 4-((4-methylthiazol-5-yl)oxy)cyclohexane-1-ol ethyl-(S)-1-methylenetetrahydro-1H-pyrrolizine-7a(5H)-carboxylate